((S)-2-(2-Chlorophenyl)pyrrolidin-1-yl)-5-fluoro-N-((R,E)-4-(methylsulfonyl)but-3-en-2-yl)nicotinamide ClC1=C(C=CC=C1)[C@H]1N(CCC1)C1=C(C(=O)N[C@H](C)\C=C\S(=O)(=O)C)C=C(C=N1)F